(4-((S)-3-(3-chloropyridin-2-yloxy)pyrrolidin-1-yl)-3-(hydroxymethyl)phenyl)(m-tolyl)methanol ClC=1C(=NC=CC1)O[C@@H]1CN(CC1)C1=C(C=C(C=C1)C(O)C=1C=C(C=CC1)C)CO